[Ta].[Co].[Fe] IRON-COBALT-TANTALUM